ClC1=CC(=NC(=C1O)Cl)C(=O)NC1=C(N=C(S1)C1=C(C=CC=C1)F)C(=O)NCC1=C(C=CC=C1)C(F)(F)F 5-(4,6-dichloro-5-hydroxypicolinamido)-2-(2-fluorophenyl)-N-(2-(trifluoromethyl)benzyl)thiazole-4-carboxamide